cis-6-((2-fluoro-5-(5-fluoropyridin-3-yl)-4-methylphenyl)carbamoyl)-3-methyl-6-azabicyclo[3.1.1]heptane-1-carboxylic acid FC1=C(C=C(C(=C1)C)C=1C=NC=C(C1)F)NC(=O)N1C2CC(CC1(C2)C(=O)O)C